BrC=1C(=NC=C(C1)C(C)C)N1C2=CC=CC=C2C=2C=CC=CC12 9-(3-bromo-5-isopropylpyridin-2-yl)-9H-carbazole